tert-butyl (2S,5R)-2,5-dimethylpiperazine-1-carboxylate C[C@@H]1N(C[C@H](NC1)C)C(=O)OC(C)(C)C